2-METHYL-2-PIPERIDINECARBOXYLIC ACID CC1(NCCCC1)C(=O)O